Ethyl 3-hydroxy-6-(trifluoromethyl)furo[2,3-b]pyridin-2-carboxylate OC1=C(OC2=NC(=CC=C21)C(F)(F)F)C(=O)OCC